tris(2-(4-trifluoromethyl-phenyl)pyridine) iridium [Ir].FC(C1=CC=C(C=C1)C1=NC=CC=C1)(F)F.FC(C1=CC=C(C=C1)C1=NC=CC=C1)(F)F.FC(C1=CC=C(C=C1)C1=NC=CC=C1)(F)F